2-{6-[2-(2-{1,5-dimethyl-3-[(methylamino)methyl]-1H-pyrazol-4-yl}ethoxy)-4-fluorophenyl]imidazo[1,2-a]pyridin-3-yl}ethan-1-amine CN1N=C(C(=C1C)CCOC1=C(C=CC(=C1)F)C=1C=CC=2N(C1)C(=CN2)CCN)CNC